3-bromo-2-chloro-pyrido[1,2-a]pyrimidin-4-one BrC1=C(N=C2N(C1=O)C=CC=C2)Cl